Para-propargyloxy-L-phenylalanine C(C#C)OC1=CC=C(C[C@H](N)C(=O)O)C=C1